[(1R,2S,4R)-4-({5-[5-(3-bromobenzyl)-2-furoyl]pyrimidin-4-yl} amino)-2-hydroxycyclopentyl]methyl sulfamate S(N)(OC[C@@H]1[C@H](C[C@@H](C1)NC1=NC=NC=C1C(=O)C=1OC(=CC1)CC1=CC(=CC=C1)Br)O)(=O)=O